NC1=NC(=C(C=2N1N=C(N2)CO)C2=NC=NC=C2)C=2C=C(C#N)C=CC2 3-(5-amino-2-(hydroxymethyl)-8-(pyrimidin-4-yl)-[1,2,4]triazolo[1,5-C]pyrimidin-7-yl)benzonitrile